Cl.CN1N=CC(=C1)C1=NC(=C2C=CC=NC2=C1)C=1C=CC(=NC1)N1CCC(CC1)(N)CN1CCOCC1 1-(5-(7-(1-methyl-1H-pyrazol-4-yl)-1,6-naphthyridin-5-yl)pyridine-2-yl)-4-((morpholin-4-yl)methyl)piperidine-4-amine hydrochloride